C(C)N(C(=O)COC(=O)[C@H]1[C@H]([C@@H]([C@@H]1C(=O)OC)C(=O)OC)C(=O)OCC(N(CC)CC)=O)CC (N,N-diethylcarbamoyl)methyl (1S,3S,2R,4R)-2-{[(N,N-diethylcarbamoyl)methyl]oxycarbonyl}-3,4-bis(methoxycarbonyl)cyclobutanecarboxylate